NC1=CC=C(C=C1)C=1C(=NC=CN1)NC1=CC=C(C=C1)C(F)(F)F 3-(4-aminophenyl)-N-[4-(trifluoromethyl)phenyl]pyrazin-2-amine